The molecule is a tripyrrole that is an oxidized metabolite of bilirubin, in which methyl groups are present at positions 2, 7 and 13 with a vinyl group at position 3. It derives from a hydride of a tripyrrin. CC1=C(C(=CC2=C(C(=C(N2)O)C)CCC(=O)O)NC1=CC3=NC(=O)C(=C3C=C)C)CCC(=O)O